BrC=1C(=C(C(=C(C(=O)NC2(CC2)C(F)F)C1)C)F)F 5-bromo-N-(1-(difluoromethyl)cyclopropyl)-3,4-difluoro-2-methylbenzamide